C(C)(C)(C)OC(=O)N[C@H]1[C@@H](CCC1)C(=O)O (1R,2R)-2-((tert-Butoxycarbonyl)amino)cyclopentane-1-carboxylic acid